CC1=CC=C(C2=C(C=CC=C12)C)C 1,4,5-trimethyl-naphthalene